ClC1=NC2=CC=C(C=C2C=C1)CO (2-Chloroquinolin-6-yl)methanol